C(C)(C)(C)C1=NC(=CC=C1O)Cl 2-tert-Butyl-6-chloropyridin-3-ol